oxazolo[2,3-c][1,4]oxazine O1C=CN2C1=COC=C2